BrC1=CC=CC(=N1)NC(=O)[C@H]1N(C[C@](C1)(CF)F)C(=O)OC(C)(C)C (2S,4R)-tert-Butyl 2-((6-bromopyridin-2-yl)carbamoyl)-4-fluoro-4-(fluoromethyl)pyrrolidine-1-carboxylate